5-[2-(2-chloro-6-fluorophenyl)-5-phenyl-1H-imidazol-4-yl]-3-isobutyl-3H-[1,2,3]triazole ClC1=C(C(=CC=C1)F)C=1NC(=C(N1)C1=CN(N=N1)CC(C)C)C1=CC=CC=C1